(1S,4S)-N-(3-(5-fluoropyridin-3-yl)-4-methylphenyl)-2,5-diazabicyclo[2.2.1]heptane-2-carboxamide hydrochloride Cl.FC=1C=C(C=NC1)C=1C=C(C=CC1C)NC(=O)N1[C@@H]2CN[C@H](C1)C2